3-(but-2-en-1-yl)-5-nitro-3,4-dihydro-2H-benzo[b][1,4]oxazine-7-carboxylic acid methyl ester COC(=O)C=1C=C(C2=C(OCC(N2)CC=CC)C1)[N+](=O)[O-]